C(C)OC(=O)C=1N=NNC1OC1=CN(C(C(=C1)C#CCC1CC1)=O)C.SCC1=CC=C(C=C1)C1=CC=C(C=C1)CS 4,4'-bis(mercaptomethyl)biphenyl Ethyl-5-((5-(3-cyclopropylprop-1-ynyl)-1-methyl-6-oxo-1,6-dihydropyridin-3-yl)oxy)-1H-1,2,3-triazole-4-carboxylate